NC1=CC=C(C=N1)N1CCC(CC1)CC1=C2CCN(CC2=CC=C1)CC1=C(C=C(C=C1OC)C=1C(=C(C(N(C1)C)=O)C)C)Cl 5-[4-[[5-[[1-(6-amino-3-pyridyl)-4-piperidyl]methyl]-3,4-dihydro-1H-isoquinolin-2-yl]methyl]-3-chloro-5-methoxy-phenyl]-1,3,4-trimethyl-pyridin-2-one